S1N=C(C2=C1C=CC=C2)N2CCNCC2 4-benzo[d]isothiazol-3-yl-piperazin